4-dihydroxyboryl-phenylalanine OB(C1=CC=C(C[C@H](N)C(=O)O)C=C1)O